C(C)(C)(C)OC(NCCCCCN1N=C(C(=C1)NC1=C2N=CN(C2=NC(=N1)N1C[C@H]([C@@H](C1)NC(CCS(=O)(=O)C)=O)F)C)OC)=O [5-[4-[[2-[(3r,4r)-3-fluoro-4-(3-methylsulfonylpropionylamino)pyrrolidin-1-yl]-9-methyl-purin-6-yl]amino]-3-methoxy-pyrazol-1-yl]pentyl]carbamic acid tert-butyl ester